bis(dibutylamino)ethyl-(3-isopropenylphenyl)silane C(CCC)N(CCCC)C(C[SiH2]C1=CC(=CC=C1)C(=C)C)N(CCCC)CCCC